2-bromo-3,4-difluoro-6-methyl-phenol BrC1=C(C(=CC(=C1F)F)C)O